C(C)(C)(C)C1(CC=C(C=C1C(C)(C)C)C)O 1,6-Ditert.-butyl-4-methylphenol